CN1CCC(CC1)(C)ONC1=CC(=CC=C1)C ((1,4-dimethylpiperidin-4-yl)oxy)-3-methylaniline